OCCOC1=CC=C(C=C1)C(C)(C)C1=CC=C(C=C1)OCCO 2,2-bis[4-(2''-hydroxyethyloxy)phenyl]propane